(R)-6-(2-amino-3-(methylsulfonyl)propyl)-7-bromo-N-(thiophen-2-ylmethyl)thieno[3,2-d][1,2,3]triazin-4-amine N[C@H](CC1=C(C=2N=NN=C(C2S1)NCC=1SC=CC1)Br)CS(=O)(=O)C